4,7-Dimethylbenzofuran-2-carboxylic acid ethyl ester C(C)OC(=O)C=1OC2=C(C1)C(=CC=C2C)C